2-(3-(2-chloro-3-(3-(3-hydroxypyrrolidin-1-yl)propoxy)phenyl)anilino)benzisothiazol ClC1=C(C=CC=C1OCCCN1CC(CC1)O)C=1C=C(NN2SC3=C(C2)C=CC=C3)C=CC1